ClC=1C=CC(=C(C1)C1(CCCC1)C(=O)O)CN(C)C1(CCN(CC1)C(=O)OC(C(F)(F)F)C(F)(F)F)C 1-(5-Chloro-2-{[(1-{[(1,1,1,3,3,3-hexafluoropropan-2-yl)oxy]carbonyl}-4-methylpiperidin-4-yl)(methyl)amino]methyl}phenyl)cyclopentane-1-carboxylic acid